5-(2,6-dicyclopropyl-4-pyrimidinyl)-4,5,6,7-tetrahydro-thiazolo[5,4-c]pyridin-2-amine C1(CC1)C1=NC(=CC(=N1)N1CC2=C(CC1)N=C(S2)N)C2CC2